(2S,3R,4R,5R)-2-([bis(4-methoxyphenyl)(phenyl)methoxy]methyl-5-(2,4-dioxo-3H-pyrimidin-1-yl)-4-fluorooxolan-3-yl)acetaldehyde COC1=CC=C(C=C1)C(OC[C@H]1O[C@H]([C@@H]([C@@H]1CC=O)F)N1C(NC(C=C1)=O)=O)(C1=CC=CC=C1)C1=CC=C(C=C1)OC